(1aS,5aS)-2-(2,4-Difluoro-phenyl)-1a,2,5,5a-tetrahydro-1H-2,3-diaza-cyclopropa[a]pentalene-4-carboxylic acid [(R)-1-(4-fluoro-phenyl)-3-hydroxy-propyl]-amide FC1=CC=C(C=C1)[C@@H](CCO)NC(=O)C=1C=2C[C@H]3[C@@H](C2N(N1)C1=C(C=C(C=C1)F)F)C3